(R)-7-chloro-3-methyl-1-((1-(3-nitro-5-(trifluoromethyl)phenyl)ethyl)amino)pyrido[3,4-d]pyridazin-4(3H)-one ClC1=CC2=C(C(N(N=C2N[C@H](C)C2=CC(=CC(=C2)C(F)(F)F)[N+](=O)[O-])C)=O)C=N1